3-[4-(3,6-Di-tert-butyl-9H-carbazol-9-yl)benzoyl]-4-hydroxy-1-methylquinoline C(C)(C)(C)C=1C=CC=2N(C3=CC=C(C=C3C2C1)C(C)(C)C)C1=CC=C(C(=O)C=2CN(C3=CC=CC=C3C2O)C)C=C1